C(C)(C)(C)OC(N(C1=C2C(=NC(=N1)C)N(N=C2)[C@@H]2C=C([C@H]1OC(O[C@H]12)(C)C)C=C)C(=O)OC(C)(C)C)=O (Tert-Butoxycarbonyl)(1-((3aS,4R,6aR)-2,2-dimethyl-6-vinyl-3a,6a-dihydro-4H-cyclopenta[d][1,3]dioxol-4-yl)-6-methyl-1H-pyrazolo[3,4-d]pyrimidin-4-yl)carbamic acid tert-butyl ester